FC1=C(C=C(C=C1)C1=NC=CC=C1C1=CC=2N(C=C1)C(=NC2)C(=O)NCCCN2CCOCC2)C 7-(2-(4-Fluoro-3-methylphenyl)pyridin-3-yl)-N-(3-morpholinopropyl)imidazo[1,5-a]pyridine-3-carboxamide